ClC1=C(C(=CC=C1)Cl)C1=CC2=C(N=C(N=C2)SC)N(C1=O)CCOC 6-(2,6-dichlorophenyl)-8-(2-methoxyethyl)-2-(methylthio)pyrido[2,3-d]pyrimidin-7(8H)-one